ClC1=C(C(=C(C=C1)NC(C1=NC=CC(=C1)C(C)(C)C#N)=O)F)C=1C=NC2=CC(=NC=C2C1)Cl N-(4-chloro-3-(7-chloro-1,6-naphthyridin-3-yl)-2-fluorophenyl)-4-(2-cyanoprop-2-yl)picolinamide